COC=1C(=NC(=C(C1)CCCCC)OC)CCN 2-(3,6-dimethoxy-5-pentylpyridin-2-yl)ethan-1-amine